2-cyclopropyl-2H-1,2,3-triazole-4-sulfonyl chloride C1(CC1)N1N=CC(=N1)S(=O)(=O)Cl